N1C=C(C2=CC=CC=C12)CC(CCCC)NC(=O)C1=CC2=C(S1)C=C(C=C2)N2CCN(CC2)C(C)C N-(1-(1H-indol-3-yl)hexan-2-yl)-6-(4-isopropylpiperazin-1-yl)benzo[b]thiophene-2-Formamide